CC(C)C1=C(C=CC(=C1)C(C)C)C(=O)C1=C(C=C(C=C1)C(C)C)C(C)C Methylethyl-(p-isopropylphenyl) ketone